3-hydroxy-2-(3,3-dimethylcyclohexyl)-5-(2-methyloct-2-yl)phenolate OC=1C(=C(C=C(C1)C(C)(CCCCCC)C)[O-])C1CC(CCC1)(C)C